(S)-2-((4-(6-((4-chloro-2-Fluorobenzyl)oxy)pyridin-2-yl)-5,6-dihydro-1,2,4-triazine-1(4H)-yl)methyl)-5-fluoro-1-(Oxetan-2-ylmethyl)-1H-benzo[d]imidazole-6-carboxylic acid ClC1=CC(=C(COC2=CC=CC(=N2)N2C=NN(CC2)CC2=NC3=C(N2C[C@H]2OCC2)C=C(C(=C3)F)C(=O)O)C=C1)F